N-({5-[5-(difluoromethyl)-1,3,4-oxadiazol-2-yl]-1,3-thiazol-2-yl}methyl)-N-(5-fluoropyridin-3-yl)-2-[(1S,4S)-2-oxa-5-azabicyclo[2.2.1]heptan-5-yl]ethane-1-sulfonamide FC(C1=NN=C(O1)C1=CN=C(S1)CN(S(=O)(=O)CCN1[C@@H]2CO[C@H](C1)C2)C=2C=NC=C(C2)F)F